3-(4-(4-((4-(2-aminoethyl)-6-chloro-2-methyl-2H-indazol-5-yl)amino)-2,6-dioxo-3-(2,4,5-trifluorobenzyl)-3,6-dihydro-1,3,5-triazin-1(2H)-yl)isoquinolin-5-yl)benzoic acid NCCC=1C2=CN(N=C2C=C(C1NC=1N(C(N(C(N1)=O)C1=CN=CC2=CC=CC(=C12)C=1C=C(C(=O)O)C=CC1)=O)CC1=C(C=C(C(=C1)F)F)F)Cl)C